ClC=1N=C(C2=C(N1)COC2)NC=2N=CN(C2)C2=CC(=C(C(=C2)OC)OC)OC 2-chloro-N-(1-(3,4,5-trimethoxyphenyl)-1H-imidazol-4-yl)-5,7-dihydrofuro[3,4-d]pyrimidin-4-amine